(3Z)-3-(3-oxoindolin-2-ylidene)-1-(pyrrolidin-1-ylmethyl)indolin-2-one O=C1/C(/NC2=CC=CC=C12)=C\1/C(N(C2=CC=CC=C12)CN1CCCC1)=O